BrC1=CC2=C(CN(C[C@H](O2)CC)CC2=CC=C(C=C2)OC)N=C1 (2R)-8-bromo-2-ethyl-4-(4-methoxybenzyl)-2,3,4,5-tetrahydropyrido[2,3-f][1,4]oxazepine